CN1C(=NN=C1)C1(CCC1)C=1C=C(N)C=CC1 3-[1-(4-methyl-1,2,4-triazol-3-yl)cyclobutyl]aniline